BrC1=C(C(=CC=C1)OC(C)C)C1CC1 1-bromo-2-cyclopropyl-3-isopropoxybenzene